6-(4-hydroxyphenyl)-1H-indazole Trifluoroacetate salt FC(C(=O)O)(F)F.OC1=CC=C(C=C1)C1=CC=C2C=NNC2=C1